CC1CN(CCC1)S(=O)(=O)C1=CC=C(C=C1)NC(NCC=1C=NC=CC1)=O 3-[4-(3-methylpiperidine-1-sulfonyl)phenyl]-1-(pyridin-3-ylmethyl)urea